ClC1=C(C=CC(=C1)C#C)C(=O)N1CC2(C1)CC(C2)N(C=2C1=C(N=CN2)NC=C1)C (2-Chloro-4-ethynylphenyl)(6-(methyl(7H-pyrrolo[2,3-d]pyrimidin-4-yl)amino)-2-azaspiro[3.3]heptan-2-yl)methanon